CC=1C=C(OC2CC(C2)NC(OC(C)(C)C)=O)C=C(C1)C tert-butyl ((1r,3r)-3-(3,5-dimethylphenoxy)cyclobutyl)carbamate